tert-butyl N-[3-([[4-bromo-3-methyl-1-(oxan-2-yl)pyrazolo[3,4-b]pyridin-5-yl]oxy]methyl)-2,4-difluorophenyl]-N-(5-fluoro-2-methoxypyridin-3-ylsulfonyl)carbamate BrC1=C2C(=NC=C1OCC=1C(=C(C=CC1F)N(C(OC(C)(C)C)=O)S(=O)(=O)C=1C(=NC=C(C1)F)OC)F)N(N=C2C)C2OCCCC2